(E)-N-(5-(4-(2-(3-(1H-1,2,3-triazol-1-yl)acryloyl)-2,6-diazaspiro[3.4]octan-6-yl)quinazolin-6-yl)-2-methoxy-pyridin-3-yl)-2,4-difluoro-benzene-sulfonamide N1(N=NC=C1)/C=C/C(=O)N1CC2(C1)CN(CC2)C2=NC=NC1=CC=C(C=C21)C=2C=C(C(=NC2)OC)NS(=O)(=O)C2=C(C=C(C=C2)F)F